CN(C)CCC1=CNC2=C1C=C(C=C2)OC N,N-dimethyl-5-methoxytryptamine